CC1=C(N2C(=O)C3=C(N(C2=N1)C)N(C=N3)[C@H]4[C@@H]([C@@H]([C@H](O4)CO)O)O)CC[C@@H](C(=O)OC)NC(=O)OC The molecule is a nucleoside analogue having methyl (2S)-4-(4,6-dimethyl-9-oxo-4,9-dihydro-3H-imidazo[1,2-a]purin-7-yl)-2-[(methoxycarbonyl)amino]butanoate as the modified nucleobase. It is a nucleoside analogue, a methyl ester and a carbamate ester. It derives from a guanosine.